C(C)(C)(C)OC(=O)N[C@H](C(=O)OC)CCN(CCCCC1=NC=2NCCCC2C=C1)CCOC methyl (S)-2-((tert-butoxycarbonyl)amino)-4-((2-methoxyethyl)(4-(5,6,7,8-tetrahydro-1,8-naphthyridin-2-yl)butyl)amino)butanoate